(2-((5-Bromo-2-chloropyrimidin-4-yl)amino)-5-methylphenyl)dimethylphosphine oxide BrC=1C(=NC(=NC1)Cl)NC1=C(C=C(C=C1)C)P(C)(C)=O